2-(2-methylimidazo[2,1-b][1,3,4]thiadiazol-6-yl)acetic acid CC1=NN2C(S1)=NC(=C2)CC(=O)O